((2r,4S,5r)-4-azido-5-ethoxytetrahydro-2H-pyran-2-yl)((S)-1-(4-fluorophenyl)-3,4-dihydroisoquinolin-2(1H)-yl)methanone N(=[N+]=[N-])[C@H]1C[C@@H](OC[C@@H]1OCC)C(=O)N1[C@H](C2=CC=CC=C2CC1)C1=CC=C(C=C1)F